CC1(N(CCC1)C1=NC=C(C(=N1)OC1=CC=CC=C1)C(=O)N[C@@H](C)\C=C\S(=O)(=O)C)C (S,E)-2-(2,2-dimethylpyrrolidin-1-yl)-N-(4-(methylsulfonyl)but-3-en-2-yl)-4-phenoxypyrimidine-5-carboxamide